4-(4-methoxyphenyl)-N-(3-methoxypropyl)thiazole-2-amine COC1=CC=C(C=C1)C=1N=C(SC1)NCCCOC